FC(OC1=C(N(C=C1)CC1=C(C(=NC=C1)F)C)C(=O)N)F (difluoromethoxy)-1-((2-fluoro-3-methylpyridin-4-yl)methyl)-1H-pyrrole-2-carboxamide